3-morpholinopropanesulfonic acid sodium salt [Na+].O1CCN(CC1)CCCS(=O)(=O)[O-]